C1(CCCCCC1)C(=O)[O-].[Cs+] cesium cycloheptanecarboxylate